3-(6-morpholinopyrid-3-yl)-1H-pyrazolo[4,3-c]pyridazin-6(5H)-one O1CCN(CC1)C1=CC=C(C=N1)C1=NNC=2C1=NNC(C2)=O